2-ethoxy-2-methyl-1-propanol C(C)OC(CO)(C)C